3-methylsulfanyl-4-mercapto-1,2,5-thiadiazole CSC1=NSN=C1S